(3-fluoro-4-hydroxy-1-piperidyl)methanon FC1CN(CCC1O)C=O